dimethyldioctadecylammonium bromide salt [Br-].C[N+](CCCCCCCCCCCCCCCCCC)(CCCCCCCCCCCCCCCCCC)C